(tert-butyldimethylsilyloxy)pyrazolo[1,5-a]pyridine-3-carbonitrile [Si](C)(C)(C(C)(C)C)OC1=NN2C(C=CC=C2)=C1C#N